C(#N)[C@@H](C[C@@H]1C(NCCC1)=O)NC(=O)[C@H]1N([C@@H]2CC([C@H]1CC2)(F)F)C(=O)C2(C1=CC=CC=C1C=1C=CC=CC21)O (1S,3S,4S)-N-((R)-1-cyano-2-((R)-2-oxopiperidin-3-yl)ethyl)-5,5-difluoro-2-(9-hydroxy-9H-fluorene-9-carbonyl)-2-azabicyclo[2.2.2]octane-3-carboxamide